thiodiethylene glycol bis[(3,5-di-t-butyl-4-hydroxyphenyl) propionate] C(C)(C)(C)C=1C=C(C=C(C1O)C(C)(C)C)C(C(=O)OCCSCCOC(C(C)C1=CC(=C(C(=C1)C(C)(C)C)O)C(C)(C)C)=O)C